C(C)(=O)OC1=CC=2CC[C@H]3[C@@H]4C(C([C@@H]([C@@]4(C)CC[C@@H]3C2C=C1)OC(C)=O)OC(C)=O)OC(C)=O (17β)-estra-1,3,5(10)-triene-3,15,16,17-tetrol tetraacetate